(3aR,5s,6aS)-N-[6-(2-chloro-5-fluoro-phenyl)pyridazin-3-yl]-2-[(4-methoxy-phenyl)methyl]-3,3a,4,5,6,6a-hexahydro-1H-cyclopenta[c]pyrrol-5-amine ClC1=C(C=C(C=C1)F)C1=CC=C(N=N1)NC1C[C@@H]2[C@@H](CN(C2)CC2=CC=C(C=C2)OC)C1